trans-3-(4-(3,4-dichlorophenyl)3-butyn-2-yl)-1-methyl-1-(2-(methylamino)cyclohexyl)urea ClC=1C=C(C=CC1Cl)C#CC(C)NC(N([C@H]1[C@@H](CCCC1)NC)C)=O